2-chloro-5,6,7,8-tetrahydropyrido[4,3-d]pyrimidine hydrochloride Cl.ClC=1N=CC2=C(N1)CCNC2